(E)-N-(5-((2-amino-4-fluorophenyl)amino)-5-oxopentyl)-6-(3,5-bis(trifluoromethyl)-benzylidene)-5-oxo-5,6,7,8-tetrahydronaphthalene-2-carboxamide NC1=C(C=CC(=C1)F)NC(CCCCNC(=O)C1=CC=2CC\C(\C(C2C=C1)=O)=C/C1=CC(=CC(=C1)C(F)(F)F)C(F)(F)F)=O